C(C)C(C(=O)[O-])CCCC.C(C)C(C(=O)[O-])CCCC.C(CCCCCCC)[Sn+2]CCCCCCCC dioctyltin di(2-ethylhexanoate)